n-docosyl-dipropyl-sulfonium C(CCCCCCCCCCCCCCCCCCCCC)[S+](CCC)CCC